FC1=CC=C(C=N1)C=1C=C(C=C2N=CC=NC12)NCCC 8-(6-Fluoropyridin-3-yl)-N-propylquinoxalin-6-amine